FC1(C[C@H](N(C1)C(CN1C[C@H](CC1)OC1=C2C=CC=NC2=CC=C1)=O)C#N)F (S)-4,4-Difluoro-1-(2-((S)-3-(chinolin-5-yloxy)pyrrolidin-1-yl)acetyl)pyrrolidin-2-carbonitril